BrC=1C=C2C=NN(C2=CC1OC)C(C(C)C)=O 5-Bromo-6-methoxy-1-isobutyrylindazole